(4-(4-((oxetan-3-yloxy)methyl)-1H-1,2,3-triazol-1-yl)phenyl)methanamine O1CC(C1)OCC=1N=NN(C1)C1=CC=C(C=C1)CN